methyl (Z)-1-(4-amino-2-fluoro-but-2-en-1-yl)-2-methyl-4-(4-(morpholinesulfonyl) phenyl)-1H-benzo[d]imidazole-6-carboxylate hydrochloride Cl.NC\C=C(\CN1C(=NC2=C1C=C(C=C2C2=CC=C(C=C2)S(=O)(=O)N2CCOCC2)C(=O)OC)C)/F